7-bromo-2-chloro-N-methyl-N-Phenylquinazolin-4-amine BrC1=CC=C2C(=NC(=NC2=C1)Cl)N(C1=CC=CC=C1)C